C(#N)C=1C=C(C=CC1)SC[C@@H]1CN(CC[C@H]1C1=CC=C(C=C1)OC)C(=O)OC(C)(C)C trans-tert-Butyl 3-{[(3-Cyanophenyl)thio]methyl}-4-(4-methoxyphenyl)piperidine-1-carboxylate